(1R,3S,5S)-N-{6-[3-ethyl-4-(2-methyl-1,2,3-triazol-4-yl)-1H-indazol-7-yl]pyridazin-3-yl}-N-methyl-8-azabicyclo[3.2.1]octan-3-amine C(C)C1=NNC2=C(C=CC(=C12)C1=NN(N=C1)C)C1=CC=C(N=N1)N(C1C[C@H]2CC[C@@H](C1)N2)C